O(C1=CC=CC=C1)C1=C(C=CC=C1)SC1=CC=C(C=C1)C (4-tolyl) (2-phenoxyphenyl) sulfide